ClC=1C=C(C(=NC1)OC1=CC(=C(C=C1)N1N=NC(=C1)CC(CC(=O)OCC)=O)F)F ethyl 4-(1-(4-((5-chloro-3-fluoropyridin-2-yl) oxy)-2-fluorophenyl)-1H-1,2,3-triazol-4-yl)-3-oxobutyrate